3-chloro-2-hydroxypropyldimethyloctyl-ammonium chloride [Cl-].ClCC(C[N+](CCCCCCCC)(C)C)O